(4-(5-((1-(2-ethoxyethyl)-3-(pyridin-2-yl)-1H-pyrazol-4-yl)carbamoyl)furan-2-yl)-1H-pyrazol-1-yl)methyl dihydrogen phosphate P(=O)(OCN1N=CC(=C1)C=1OC(=CC1)C(NC=1C(=NN(C1)CCOCC)C1=NC=CC=C1)=O)(O)O